(3aR,5R,7aR)-N,N-dimethyl-2,2-di((9Z,12Z)-octadeca-9,12-dien-1-yl)hexahydrobenzo[d][1,3]dioxol-5-amine CN([C@H]1C[C@@H]2[C@H](OC(O2)(CCCCCCCC\C=C/C\C=C/CCCCC)CCCCCCCC\C=C/C\C=C/CCCCC)CC1)C